1-(1,1-dioxidothiomorpholino)-2-(4-(3-isopropyl-2-(8-methoxy-7-methyl-[1,2,4]triazolo[1,5-a]pyridin-6-yl)-1H-indol-5-yl)piperidin-1-yl)ethan-1-one O=S1(CCN(CC1)C(CN1CCC(CC1)C=1C=C2C(=C(NC2=CC1)C=1C(=C(C=2N(C1)N=CN2)OC)C)C(C)C)=O)=O